(Z)-1-(4-amino-2-fluorobut-2-en-1-yl)-4-(4-(N-cyclopropylsulfamoyl)phenyl)-2-methyl-1H-benzo[d]imidazole-6-carboxylic acid methyl ester COC(=O)C=1C=C(C2=C(N(C(=N2)C)C/C(=C/CN)/F)C1)C1=CC=C(C=C1)S(NC1CC1)(=O)=O